C(C1=CC=CC=C1)OC=1C(=C(C=CC1)[C@H](CNC(C)(C)C)O)F (R)-1-(3-(benzyloxy)-2-fluorophenyl)-2-(tert-butylamino)ethan-1-ol